3-({[(4R)-7-[(1,3-dihydro-2-benzofuran-5-yl)(methyl)amino]-3,4-dihydro-2H-1-benzopyran-4-yl]methyl}amino)pyridine-4-carboxylic acid C1OCC2=C1C=CC(=C2)N(C2=CC1=C([C@@H](CCO1)CNC=1C=NC=CC1C(=O)O)C=C2)C